FC(C1=CC(=NC=C1)C(=O)O)(F)F 4-trifluoromethyl-picolinic acid